C(C1=CC=CC=C1)=NN=C1NC(CC(N1)=O)C1=CC=C(C=C1)OC 2-((benzylidene)hydrazineylidene)-6-(4-methoxyphenyl)tetrahydropyrimidin-4(1H)-one